4-(p-hydroxy-phenyl)-2-geranyl-decanoate OC1=CC=C(C=C1)C(CC(C(=O)[O-])C\C=C(/C)\CCC=C(C)C)CCCCCC